5,5-dimethyl-4,5-dihydro-1,2-oxazainate CC1(CC(=NOC1)C(=O)[O-])C